COCCC(C(=O)O)C 4-METHOXY-2-METHYLBUTANOIC ACID